BrC1=CC(=C(NC2=CC(=C(C(=O)NC3CC3)C(=C2)OC)OC(F)F)C=C1)[N+](=O)[O-] 4-(4-bromo-2-nitro-anilino)-N-cyclopropyl-2-(difluoromethoxy)-6-methoxy-benzamide